COC(C1=C(C=NC=C1)\C=C\C1=CC2=CC=C(C=C2C=C1)Cl)=O (E)-3-(2-(6-chloronaphthalen-2-yl)vinyl)isonicotinic acid methyl ester